(S)-5-chloro-N-(2,4-dimethoxybenzyl)-2-fluoro-4-((1-(pyridin-3-yl)ethyl)amino)-N-(thiazol-2-yl)benzenesulfonamide ClC=1C(=CC(=C(C1)S(=O)(=O)N(C=1SC=CN1)CC1=C(C=C(C=C1)OC)OC)F)N[C@@H](C)C=1C=NC=CC1